N-(5-chloro-3-((3,5-dimethyl-4-oxo-3,4-dihydroquinazolin-6-yl)amino)-2-fluorophenyl)pyrrolidine-1-sulfonamide ClC=1C=C(C(=C(C1)NS(=O)(=O)N1CCCC1)F)NC=1C(=C2C(N(C=NC2=CC1)C)=O)C